C[C@]12CC[C@@H]([C@]([C@@H]1CC[C@@]3([C@@H]2CC=C4[C@]3(CC[C@@]5([C@H]4CC(CC5=O)(C)C)C)C)C)(C)CO)O[C@H]6[C@@H]([C@H]([C@@H]([C@H](O6)C(=O)O)O)O)O The molecule is a saponin that is the 3-O-beta-glucuronide of soyasapogenol E. It is a beta-D-glucosiduronic acid and a triterpenoid saponin. It derives from a soyasapogenol E. It is a conjugate acid of a soyasapogenol E 3-O-beta-glucuronate.